C(#N)[C@H](C[C@H]1C(NCC1)=O)NC(=O)[C@H]1N([C@H]2CC([C@@H]1CC2)(F)F)C([C@@H](CC2CCC2)NC(C(F)(F)F)=O)=O (1R,3S,4R)-N-[(1S)-1-cyano-2-[(3S)-2-oxopyrrolidin-3-yl]ethyl]-2-[(2R)-3-cyclobutyl-2-[(2,2,2-trifluoroacetyl)amino]propanoyl]-5,5-difluoro-2-azabicyclo[2.2.2]octane-3-carboxamide